ClC=1C=C(C#N)C=C(C1)[C@H](CN1[C@@H](C[C@@H](C1)COC1=CC=C(C=C1)S(=O)(=O)C)C)O 3-chloro-5-[(1R)-1-hydroxy-2-[(2R,4S)-4-[(4-methanesulfonylphenoxy)methyl]-2-methylpyrrolidin-1-yl]ethyl]benzonitrile